5-(2-Chloro-5-(isobutyrylaminomethyl)benzoylamino)-1-isopropyl-1H-indole-2-carboxylic acid ClC1=C(C(=O)NC=2C=C3C=C(N(C3=CC2)C(C)C)C(=O)O)C=C(C=C1)CNC(C(C)C)=O